NCCCOC=1C=C(C=CC1)CC(=O)NC=1SC(=C(N1)C=1C=C2CCN(C2=CC1)C(C1=C(C=CC=C1)C)=O)C 2-(3-(3-aminopropoxy)phenyl)-N-(5-methyl-4-(1-(2-methylbenzoyl)indolin-5-yl)thiazol-2-yl)acetamide